OB1OC(C2=C1C=CC(=C2)C=O)C 1-hydroxy-3-methyl-3H-2,1-benzoxaborole-5-carbaldehyde